S(=O)(=O)([O-])C1=CC=C(C)C=C1.C[N+]1(CCOCC1)C=C(C(F)F)F 4-methyl-4-[2,3,3-trifluoroprop-1-en-1-yl]morpholin-4-ium tosylate